C(C)OC(=O)C=1C(=NNC1Br)CCl 5-bromo-3-(chloromethyl)-1H-pyrazole-4-carboxylic acid ethyl ester